2-methylsulfanyl-4,6-dichloro-5-nitropyrimidine CSC1=NC(=C(C(=N1)Cl)[N+](=O)[O-])Cl